OC1=CC=C(C=C1)NC(=O)NC1=CC=CC=C1 1-(4-hydroxyphenyl)-3-phenylurea